7-methyl-4-phenyl-7H-pyrrolo[2,3-d]pyrimidine CN1C=CC2=C1N=CN=C2C2=CC=CC=C2